CN1CCN(CC1)C1=CC=C(C=N1)C=1C=C2C(=NC1)NC=C2C2=CC(=NC=C2)N2CCN(CC2)C 5-(6-(4-methylpiperazin-1-yl)pyridin-3-yl)-3-(2-(4-methylpiperazin-1-yl)pyridin-4-yl)-1H-pyrrolo[2,3-b]pyridine